OC(C)[C-]1C=CC=C1.[C-]1(C=CC=C1)C(C)O.[Fe+2] 1,1'-di(1-hydroxyethyl)ferrocene